4,5-dichloro-N-((5-cyclopropyl-1H-indazol-4-yl)methyl)thiophene-2-carboxamide ClC=1C=C(SC1Cl)C(=O)NCC1=C2C=NNC2=CC=C1C1CC1